C(C1=CC=CC=C1)OC([C@@H](CC1=CC=C(C=C1)C1=CC=C(C=C1)F)OC([C@H](CC(C)(C)F)N(C)C(=O)OC(C)(C)C)=O)=O (2R)-1-(benzyloxy)-3-[4-(4-fluorophenyl) phenyl]-1-oxopropan-2-yl-(2S)-2-[[(tert-butoxy) carbonyl] (methyl) amino]-4-fluoro-4-methylvalerate